N1C=NC2=C1C=C(C=C2)C2=NC=CC1=C2NC2=CC(=CC=C12)F 1-(1H-benzo[d]imidazol-6-yl)-7-fluoro-9H-pyrido[3,4-b]indole